2-(3,4-difluoro-2-methoxyphenyl)acetonitrile FC=1C(=C(C=CC1F)CC#N)OC